CN1C=2C(C(=O)OC1=O)=C(C=CC2)C N-methyl-6-methylisatoic anhydride